[(2R,7aS)-2-fluoro-hexahydropyrrolizin-7a-yl]methoxy-4-(azetidin-1-yl)-7-[7-fluoro-3-(methoxymethoxy)-8-(1H-1,2,3-triazol-4-yl)naphthalen-1-yl]-8-methylpyrano[4,3-d]pyrimidin-5-one F[C@@H]1C[C@@]2(CCCN2C1)COC=1N=C(C2=C(N1)C(=C(OC2=O)C2=CC(=CC1=CC=C(C(=C21)C=2N=NNC2)F)OCOC)C)N2CCC2